O=C1NC(CCC1NC(=O)C=1C=CC=C2C=C(C=NC12)NC(OCC1=CC=CC=C1)=O)=O Benzyl (8-((2,6-dioxopiperidin-3-yl)carbamoyl)quinolin-3-yl)carbamate